4-(2-((tert-butyldimethylsilyl)oxy)propoxy)-2-chloro-N-(2,6-dichlorophenyl)pyrimidine-5-carboxamide [Si](C)(C)(C(C)(C)C)OC(COC1=NC(=NC=C1C(=O)NC1=C(C=CC=C1Cl)Cl)Cl)C